FC1=CC=C(C=C1)C1=CC=C(O1)CNC(=S)NC(=O)N ((5-(4-fluorophenyl)furan-2-yl)methyl)-thioimidodicarbonic diamide